N-(2-((2-(dimethylamino)ethyl)(methyl)amino)-4-methoxy-5-((8-methyl-7-oxo-6-(thiazol-4-yl)-7,8-dihydropyrido[2,3-d]pyrimidin-2-yl)amino)phenyl)acrylamide CN(CCN(C1=C(C=C(C(=C1)OC)NC=1N=CC2=C(N1)N(C(C(=C2)C=2N=CSC2)=O)C)NC(C=C)=O)C)C